FC1C(C1)C(=O)NC=1N=C2N(C=C(C=C2)C2=C3C(=CNC3=CC=C2CO)C)C1 2-fluoro-N-(6-(5-(hydroxymethyl)-3-methyl-1H-indol-4-yl)imidazo[1,2-a]pyridin-2-yl)cyclopropane-1-carboxamide